C(=O)O.COCCNCC1=CC=C(COC2=C3CN(C(C3=CC=C2)=O)C2C(NC(CC2)=O)=O)C=C1 3-(4-(4-((2-methoxyethylamino)methyl)benzyloxy)-1-oxoisoindolin-2-yl)piperidine-2,6-dione Formate